FC1=CC(=CC2=C1N=C(S2)C2CCNCC2)C2=CC1=CN(N=C1C(=C2)CN)C 1-{5-[4-fluoro-2-(piperidin-4-yl)-1,3-benzothiazol-6-yl]-2-methyl-2H-indazol-7-yl}methanamine